FC(C)OC(OC(C)F)=O.C(C)S(=O)(=O)C1=CC=C(CNC(C2=CC=C(C=C2)C2N(CC(C2)C2=CC=C(C=C2)C(F)(F)F)C)=O)C=C1 N-(4-(ethylsulfonyl)benzyl)-4-(1-methyl-4-(4-(trifluoromethyl)phenyl)pyrrolidin-2-yl)benzamide di(1-fluoroethyl)carbonate